2-Chloro-4-((R)-8-(5-(4-((4-(3-(((S)-2,6-dioxopiperidin-3-yl)amino)phenyl)piperazin-1-yl)methyl)piperidine-1-carbonyl)pyridin-2-yl)-3-methyl-2,8-diazaspiro[4.5]decan-2-yl)benzonitrile ClC1=C(C#N)C=CC(=C1)N1CC2(C[C@H]1C)CCN(CC2)C2=NC=C(C=C2)C(=O)N2CCC(CC2)CN2CCN(CC2)C2=CC(=CC=C2)N[C@@H]2C(NC(CC2)=O)=O